N-(2-((4-(1,2-dimethyl-6-oxo-1,6-dihydropyridin-3-yl)phenyl)amino)-1-(4,4-dimethylcyclohexylidene)-2-oxoethyl)-1-methyl-1H-pyrazole-5-carboxamide CN1C(=C(C=CC1=O)C1=CC=C(C=C1)NC(C(=C1CCC(CC1)(C)C)NC(=O)C1=CC=NN1C)=O)C